acetic acid chloride trisodium phosphate P(=O)([O-])([O-])[O-].[Na+].[Na+].[Na+].C(C)(=O)Cl